C(C)(=O)N(C1=C(C=C(C=C1)C1=CC=C(C=N1)C(=O)NCC=1C(=NC=CC1)F)Cl)CC1CC1 6-[4-[acetyl(cyclopropylmethyl)amino]-3-chloro-phenyl]-N-[(2-fluoro-3-pyridyl)methyl]pyridine-3-carboxamide